N-[2-(2-aminoethoxy)ethyl]-4-[[3-[1-(2,4-dihydroxybutyl)-3-(trifluoromethyl)pyrazol-4-yl]imidazo[1,2-a]pyrazin-8-yl]amino]-2-ethylbenzamide formate C(=O)O.NCCOCCNC(C1=C(C=C(C=C1)NC=1C=2N(C=CN1)C(=CN2)C=2C(=NN(C2)CC(CCO)O)C(F)(F)F)CC)=O